N(=C=O)CC(CC12CCC(CC1CN=C=O)C2)(C)N=C=O 2,6-diisocyanatomethyl-2-isocyanatopropylnorbornane